ClC1=CC=C(OC=2C=C3CC(C(C3=CC2)=O)(C(=O)OC)C(C)C)C=C1 methyl 5-(4-chlorophenoxy)-2-isopropyl-1-oxo-2,3-dihydro-1H-indene-2-carboxylate